C(N)(=O)C=1C(=NC(=CN1)N1CCCCC1)NC1=CC=C(C=C1)C1CCN(CC1)C(CNCCNC(OC(C)(C)C)=O)=O tert-butyl (2-((2-(4-(4-((3-carbamoyl-6-(piperidin-1-yl)pyrazin-2-yl)amino)phenyl) piperidin-1-yl)-2-oxoethyl)amino)ethyl)carbamate